FC1=C(OC=2C3=C(N=CN2)C=C(C(=N3)OC)OCCOC)C=CC(=C1)[N+](=O)[O-] 4-(2-Fluoro-4-nitrophenoxy)-6-methoxy-7-(2-methoxyethoxy)pyrido[3,2-d]pyrimidine